CC1=CC=CC(=N1)C1=NC=CC(=N1)NC1=NC(=NC=C1)NC=1SC=C(N1)CN1CC(C1)C(=O)O 1-[[2-[[4-[[2-(6-methyl-2-pyridyl)pyrimidin-4-yl]amino]pyrimidin-2-yl]amino]thiazol-4-yl]methyl]azetidine-3-carboxylic acid